ClC1=CC=C(C=C1)C1=CC(=NC=C1)C(=O)N(C1=CC=C(C=C1)C)C 4-(4-chlorophenyl)-N-methyl-N-(p-tolyl)picolinamide